N[C@@H]1CN(CC[C@H]1F)C1=NC2=C(N1CC(=O)N1CC3=NC=CC=C3C1)C=C(C(=C2)F)F 2-(2-((3R,4R)-3-Amino-4-fluoropiperidin-1-yl)-5,6-difluoro-1H-benzo[d]imidazol-1-yl)-1-(5H-pyrrolo[3,4-b]pyridin-6(7H)-yl)ethanon